C(C)(C)(C)OC(=O)N1CCC(CC1)C=1N=C2N(C=C(C(=C2F)C(C)(C)O)Br)C1 4-(6-bromo-8-fluoro-7-(2-hydroxypropan-2-yl)imidazo[1,2-a]pyridin-2-yl)piperidine-carboxylic acid tert-butyl ester